(1R,3aS,3bR,5aR,7S,9aS,9bS,11aR)-4,4-Difluoro-9a,11a-dimethyl-1-[(2R)-6-methylhept-5-en-2-yl]hexadecahydro-1H-cyclopenta[1,2-i]phenanthren-7-yl acetate C(C)(=O)O[C@@H]1C[C@@H]2CC([C@H]3[C@H]4[C@](CC[C@@H]3[C@]2(CC1)C)([C@H](CC4)[C@H](C)CCC=C(C)C)C)(F)F